6-chloro-5-methyl-4-(prop-2-yl)pyridazin-3-amine ClC1=C(C(=C(N=N1)N)C(C)C)C